C(CC)NC1(N=CC2=C(N1)C=NC=C2)N2C=CC1=NC=CC=C12 N-propyl-2-{1H-pyrrolo[3,2-b]pyridin-1-yl}pyrido[3,4-d]pyrimidin-amine